3-[(4-Chlorophenyl)amino]-4-{[2-(4-chlorophenyl)ethyl]amino}cyclobut-3-ene-1,2-dione ClC1=CC=C(C=C1)NC=1C(C(C1NCCC1=CC=C(C=C1)Cl)=O)=O